dimethyl-(p-sulfophenyl)phenylphosphine dihydrate O.O.CC=1C(=C(C=CC1)PC1=CC=C(C=C1)S(=O)(=O)O)C